4-((2-(2-(2,3-difluoro-6-(2-morpholinothiazol-4-yl)phenoxy)ethoxy)ethyl)amino)-4-oxobutanoic acid FC1=C(OCCOCCNC(CCC(=O)O)=O)C(=CC=C1F)C=1N=C(SC1)N1CCOCC1